1-methyl-2-bromo-1H-imidazole-5-carboxylic acid ethyl ester C(C)OC(=O)C1=CN=C(N1C)Br